2-(difluoromethyl)-5-((4-methoxybenzyl)thio)thiazole FC(C=1SC(=CN1)SCC1=CC=C(C=C1)OC)F